1-chloro-2-(thiocyanomethyl)benzene ClC1=C(C=CC=C1)CSC#N